C1(CC1)C=1N=CC2=C3C(=CC(=C2C1)S(NCC(C)C)(=O)=O)C(CC3)NC(=S)NC=3N(N=C(C3)C)C 1-[3-cyclopropyl-5-(isobutylsulfamoyl)-8,9-dihydro-7H-cyclopenta[h]isoquinolin-7-yl]-3-(2,5-dimethylpyrazol-3-yl)thiourea